trans-3-[(3-chloro-2-fluorobenzyl)oxy]-N-[3-(4-ethyl-5-fluoro-6-oxo-1,6-dihydropyrimidin-2-yl)-2-fluoro-4-(trifluoromethyl)benzyl]cyclobutane-1-carboxamide ClC=1C(=C(CO[C@@H]2C[C@H](C2)C(=O)NCC2=C(C(=C(C=C2)C(F)(F)F)C=2NC(C(=C(N2)CC)F)=O)F)C=CC1)F